C[NH+]1CCCC1C 1,5-bismethylpyrrolidinium